5-chloro-3-(4-(trifluoromethyl)benzamido)benzofuran-2-carboxylic acid ClC=1C=CC2=C(C(=C(O2)C(=O)O)NC(C2=CC=C(C=C2)C(F)(F)F)=O)C1